C(=O)C1=CC(=C(OCCNC(OC(C)(C)C)=O)C=C1)O tert-butyl (2-(4-formyl-2-hydroxyphenoxy)ethyl)carbamate